2-amino-N-[(1S)-1-(8-ethynyl-1-oxo-2-phenyl-1,2-Dihydroisoquinolin-3-yl)ethyl]pyrazolo[1,5-a]pyrimidine-3-carboxamide NC1=NN2C(N=CC=C2)=C1C(=O)N[C@@H](C)C=1N(C(C2=C(C=CC=C2C1)C#C)=O)C1=CC=CC=C1